CC1=NC(=CC(=C1)C=1N=C(N2C1[C@H](N(CC2)C(=O)C2=CC=C(C=C2)F)C)C2=NC(=NS2)C)C (R)-(1-(2,6-dimethylpyridin-4-yl)-8-methyl-3-(3-methyl-1,2,4-thiadiazol-5-yl)-5,6-dihydroimidazo[1,5-a]pyrazin-7(8H)-yl)(4-fluorophenyl)methanone